ClC=1C=C(C#N)C=CC1OC 3-chloro-4-methoxybenzonitrile